3-fluorobenzofuran-7-carboxylate FC1=COC2=C1C=CC=C2C(=O)[O-]